CN1N=C(C=C1C1=CN=C(C2=CN=C(C=C12)N(C)C)NCC1=C(C=CC2=C1CCO2)F)C 4-(1,3-dimethyl-1H-pyrazol-5-yl)-N1-((5-fluoro-2,3-dihydrobenzofuran-4-yl)methyl)-N6,N6-dimethyl-2,7-naphthyridine-1,6-diamine